CCCCCCCCCCC[C@H](CC(=O)N[C@@H](CC(=O)N)C(=O)NC([C@@H](CC(=O)N)O)C(=O)NC(CC(C)C)C=O)O The molecule is a dicarboxylic acid diamide isolated from the fungus Metulocladosporiella and has been shown to exhibit antifungal activity. It has a role as an antifungal agent and a fungal metabolite. It is an aldehyde, a diol, a secondary alcohol and a dicarboxylic acid diamide.